C(C)(C)(C)C=1C(=C(C=C(C1)C(C(=O)O)C)C)O (5-tert-butyl-4-hydroxy-3-methyl-phenyl)-propionic acid